(±)-Ethyl 2-((4-(4-(3-chlorophenyl)-cis-2,3-dimethylpiperazine-1-carbonyl)-2-fluorophenyl)sulfinyl)acetate ClC=1C=C(C=CC1)N1[C@@H]([C@@H](N(CC1)C(=O)C1=CC(=C(C=C1)[S@](=O)CC(=O)OCC)F)C)C |&1:21|